C(C)(C)(C)[SiH2]OC(C1CC(NC1)(C)C)(C)C 4-(tert-butyl-dimethyl-silanyloxymethyl)-2,2-dimethyl-pyrrolidine